5-[(2R)-4-fluoro-6-hydroxy-2-{[(2-methylbutyl)amino]methyl}-2,3-dihydro-1H-indol-5-yl]-1λ6,2,5-thiadiazolidine-1,1,3-trione FC1=C2C[C@@H](NC2=CC(=C1N1CC(NS1(=O)=O)=O)O)CNCC(CC)C